Ethyl 4-(5-fluoropyridin-2-yl)-2,4-dioxobutanoate FC=1C=CC(=NC1)C(CC(C(=O)OCC)=O)=O